(2-chlorophenyl)-2,2':6',2''-terpyridine ClC1=C(C=CC=C1)C=1C(=NC=CC1)C1=NC(=CC=C1)C1=NC=CC=C1